4-pyrazolo[1,5-a]pyridin-2-yl-1-tetrahydropyran-2-yl-4,5,6,7-tetrahydroimidazo[4,5-c]pyridine N1=C(C=C2N1C=CC=C2)C2NCCC1=C2N=CN1C1OCCCC1